C(C)N(C=NC1=C(C=C(C(=C1)OC)C1(COC1)O)C)C N-ethyl-N'-(4-(3-hydroxyoxetan-3-yl)-5-methoxy-2-methylphenyl)-N-methylformimidamide